3-{[2-(1H-1,3-benzodiazol-2-yl)ethyl]sulfanyl}-1-(3-fluorophenyl)pyrrolidine-2,5-dione N1C(=NC2=C1C=CC=C2)CCSC2C(N(C(C2)=O)C2=CC(=CC=C2)F)=O